[2-(6-cyano-2-pyridyl)-2-(5-methoxy-1,3-dimethyl-pyrazol-4-yl)propyl]ammonium C(#N)C1=CC=CC(=N1)C(C[NH3+])(C)C=1C(=NN(C1OC)C)C